N=1ON=C2C1C=CC=C2N2C=CC=C2 1-(benzo[c][1,2,5]oxadiazol-4-yl)-1H-pyrrole